rac-(S,Z)-6-fluoro-N-(2-(1-hydroxycyclooct-4-en-1-yl)ethyl)-4-methylnicotinamide FC1=NC=C(C(=O)NCC[C@]2(CC\C=C/CCC2)O)C(=C1)C |r|